NC1=CC(=CC=C1Br)Br 2-amino-3,6-dibromobenzene